4-(1-(methyl-sulfonyl)ethyl)aniline CS(=O)(=O)C(C)C1=CC=C(N)C=C1